COC(C1=CN=C(C=C1)C1CC1)=O 6-Cyclopropylnicotinic acid methyl ester